p-phenylene-bis(tert-butyl-carbodiimide) C1(=CC=C(C=C1)N=C=NC(C)(C)C)N=C=NC(C)(C)C